1H,3H-Pyrido[1,2-c][1,3,2]oxazasiline [SiH2]1OCC=C2N1C=CC=C2